C(#N)C=1N(C=2CCCC(C2C1)=NS(=O)C(C)(C)C)C N-(2-cyano-1-methyl-1,5,6,7-tetrahydro-4H-indol-4-ylidene)-2-methylpropane-2-sulfinamide